1-[1,4']Bipiperidinyl-1'-yl-4-[4-(8-fluoro-2-oxo-1,4-dihydro-2H-quinazolin-3-yl)-piperidin-1-yl]-2-(7-methyl-1H-indazol-5-ylmethyl)-butane N1(CCCCC1)C1CCN(CC1)CC(CCN1CCC(CC1)N1C(NC2=C(C=CC=C2C1)F)=O)CC=1C=C2C=NNC2=C(C1)C